C(C1CO1)CCC[SiH2]C(OC)OC 3-glycidyl-propyl-(dimethoxy)methylsilane